FC(CC(C(=O)OC)=P(C1=CC=CC=C1)(C1=CC=CC=C1)C1=CC=CC=C1)(F)F Methyl 4,4,4-trifluoro-2-(triphenyl-λ5-phosphaneylidene)butanoate